4-(4-benzylpiperidin-1-yl)-benzamide C(C1=CC=CC=C1)C1CCN(CC1)C1=CC=C(C(=O)N)C=C1